para-hydroxyphenyl-acetic acid OC1=CC=C(C=C1)CC(=O)O